(S)-2-(4-bromophenyl)-3-(3,3-dimethylcyclohexylamino)-1-(4-((5R,7R)-7-hydroxy-5-methyl-6,7-dihydro-5H-cyclopenta[d]pyrimidin-4-yl)piperazin-1-yl)propan-1-one BrC1=CC=C(C=C1)[C@H](C(=O)N1CCN(CC1)C=1C2=C(N=CN1)[C@@H](C[C@H]2C)O)CNC2CC(CCC2)(C)C